C(C)(C)(C)OC(N[C@H]1CNC[C@@H](C1)C)=O ((3R,5R)-5-methylpiperidin-3-yl)carbamic acid tert-butyl ester